2,4-Dimethylcyclohexen-3-carbaldehyd CC1=CCCC(C1C=O)C